(R)-3-bromo-1-(piperidin-3-yl)-1H-indazole BrC1=NN(C2=CC=CC=C12)[C@H]1CNCCC1